methyl 2-(3-bromophenyl)-8-((tert-butoxycarbonyl)amino)-9-hydroxy-2,7,7-trimethylnonanoate BrC=1C=C(C=CC1)C(C(=O)OC)(CCCCC(C(CO)NC(=O)OC(C)(C)C)(C)C)C